NCC1=NNC(C2=C(C=C(C=C12)C1=C(N(N=C1)C)C1=C(C2=CC=CC=C2C(=C1F)Cl)C#N)Cl)=O (P)-2-[4-[4-(aminomethyl)-8-chloro-1-oxo-2H-phthalazin-6-yl]-2-methyl-pyrazol-3-yl]-4-chloro-3-fluoro-naphthalene-1-carbonitrile